2,8-bis[3-(Dibenzothiophen-4-yl)phenyl]-benzo[h]quinazoline C1=CC=C(C=2SC3=C(C21)C=CC=C3)C=3C=C(C=CC3)C3=NC2=C1C(=CC=C2C=N3)C=C(C=C1)C1=CC(=CC=C1)C1=CC=CC3=C1SC1=C3C=CC=C1